C(C)OC(=O)C1=C(N=C(S1)S(=O)(=O)C)N 4-amino-2-(methylsulfonyl)-1,3-thiazole-5-carboxylic acid ethyl ester